[N+](=O)([O-])C1=CC=C(C=N1)OC1=CC(=NC=C1)C=1C=NN(C1)CCNC(OC(C)(C)C)=O Tert-butyl (2-(4-(4-((6-nitropyridin-3-yl)oxy)pyridin-2-yl)-1H-pyrazol-1-yl)ethyl)carbamate